5-Methoxy-1-methyl-1H-indole-2-carbaldehyde COC=1C=C2C=C(N(C2=CC1)C)C=O